tert-butyl 8-hydroxy-7,7-dimethyloctanoate OCC(CCCCCC(=O)OC(C)(C)C)(C)C